C(C1=CC=CC=C1)N1C2=C(SC(C1=O)CC#N)C=CC(=C2)C(=O)OC methyl 4-benzyl-2-(cyanomethyl)-3-oxo-3,4-dihydro-2H-benzo[b][1,4]thiazine-6-carboxylate